(±)-2-Chloro-N-((1-((1S,2R)-1-(4-chlorophenoxy)-2-methylcyclopropane-1-carbonyl)piperidin-4-yl)methyl)acetamide ClCC(=O)NCC1CCN(CC1)C(=O)[C@]1([C@@H](C1)C)OC1=CC=C(C=C1)Cl |r|